21,23-difluoro-18,18-dioxo-8,11-dioxa-18λ6-thia-15,19-diazatetracyclo[18.3.1.113,17.02,7]pentacosa-1(23),2(7),3,5,13,17(25),20(24),21-octaene-12,16-dione FC=1C=2NS(C=3C(NC=C(C(OCCOC=4C=CC=CC4C(=C(C1)F)C2)=O)C3)=O)(=O)=O